ClC=1C=C2C(C(=COC2=CC1)C=O)=O 6-chlorochromone-3-formaldehyde